((5-(4-(difluoromethoxy)phenyl)thiophen-2-yl)methyl)-(2-fluorophenyl)quinoxaline-2-carboxamide FC(OC1=CC=C(C=C1)C1=CC=C(S1)CC1=C2N=C(C(=NC2=CC=C1)C(=O)N)C1=C(C=CC=C1)F)F